bis(ethyl(methyl)amino)hafnium (IV) chloride [Cl-].C(C)N(C)[Hf+2]N(CC)C.[Cl-]